9-(2,6-Difluorophenyl)-3-methyl-18-thia-2,4,5,8-tetraazatetracyclo[8.8.0.02,6.011,17]octadeca-1(10),3,5,8,11(17)-pentaene FC1=C(C(=CC=C1)F)C1=NCC2=NN=C(N2C=2SC=3CCCCCC3C12)C